3-difluoromethyl-pyrazole FC(C1=NNC=C1)F